C(C)N(C\C=C/C1=C(C=CC(=C1)F)S(=O)(=O)NC1=CC=C2[C@@H]3[C@H](COC2=C1C(=O)O)C3(F)F)CC |r| (1aRS,7bSR)-5-[2-((Z)-3-diethylaminoprop-1-enyl)-4-fluorobenzene-sulfonylamino]-1,1-difluoro-1,1a,2,7b-tetrahydrocyclopropa[c]chromene-4-carboxylic acid